3-((((2S,3R)-3-(3,3-difluorobutyl)-5-(4,4-difluorocyclohexyl)-2-fluoro-1,1-dioxido-7-(trifluoromethyl)-2,3,4,5-tetrahydrobenzo[b][1,4]thiazepin-8-yl)oxy)methyl)picolinic acid FC(CC[C@@H]1CN(C2=C(S([C@@H]1F)(=O)=O)C=C(C(=C2)C(F)(F)F)OCC=2C(=NC=CC2)C(=O)O)C2CCC(CC2)(F)F)(C)F